ClC1=CC(=C(C(=C1)C)C1=CC=C(N=N1)CN[C@H]1CCC(N(C1)C)=O)O (5S)-5-({[6-(4-Chloro-2-hydroxy-6-methylphenyl)pyridazin-3-yl]methyl}amino)-1-methylpiperidin-2-one